3-(benzhydrylideneamino)-5,5,7-trimethyl-pyrrolo[2,3-c]pyridazin-6-one C(C1=CC=CC=C1)(C1=CC=CC=C1)=NC1=CC2=C(N=N1)N(C(C2(C)C)=O)C